1-Bromo-2-Chloro-ethane BrCCCl